Formic acid (2E)-3,7-dimethyl-2,6-octadien-1-yl ester C\C(=C/COC=O)\CCC=C(C)C